ClC=1C=CC(=C(C1)C=1C=CC=C2C=NC(=NC12)NC=1C=CC(=NC1)NC1CN(C1)CCF)F N5-(8-(5-chloro-2-fluorophenyl)quinazolin-2-yl)-N2-(1-(2-fluoroethyl)azetidin-3-yl)pyridine-2,5-diamine